6-(((trifluoromethyl)sulfonyl)oxy)-3,4-dihydroisoquinoline-2(1H)-carboxylic acid tert-butyl ester C(C)(C)(C)OC(=O)N1CC2=CC=C(C=C2CC1)OS(=O)(=O)C(F)(F)F